1-Bromo-4-(bromomethyl)-5-chloro-2-fluoro-benzene BrC1=C(C=C(C(=C1)Cl)CBr)F